2-cyclopropyl-5-(((2r,5s)-2,5-dimethylpiperazin-1-yl)(4-fluorophenyl)methyl)-1,3,4-thiadiazole C1(CC1)C=1SC(=NN1)C(C1=CC=C(C=C1)F)N1[C@@H](CN[C@H](C1)C)C